dimethyl-(phenyl)(vinyl)silane C[Si](C=C)(C1=CC=CC=C1)C